tert-butyl 5-azaspiro[2.4]heptan-1-ylcarbamate C1(CC12CNCC2)NC(OC(C)(C)C)=O